(3S)-3-hydroxyaspartate O[C@@H]([C@H](N)C(=O)[O-])C(=O)[O-]